CN1C=NC2=C(C1=O)C=NC=C2C2=CC=C(C=C2)C(F)(F)F 3-methyl-8-(4-(trifluoromethyl)phenyl)pyrido[4,3-d]pyrimidin-4(3H)-one